COC=1N=C2C(=CC=NC2=CC1OC)OC1=CC(=C(C=C1F)NC(=O)C1=C(N(C(=C(C1=O)C1=C(C=C(C=C1)F)C)C)C)C)F N-[4-[(6,7-dimethoxy-1,5-naphthyridin-4-yl)oxy]-2,5-difluorophenyl]-5-(4-fluoro-2-methylphenyl)-1,2,6-trimethyl-4-oxopyridine-3-carboxamide